N-((1,2,3,5,6,7-Hexahydro-s-indacen-4-yl)carbamoyl)-1,3-dimethyl-2,4-dioxo-1,2,3,4-tetrahydropyrimidine-5-sulfonamide, Potassium Salt [K].C1CCC2=C(C=3CCCC3C=C12)NC(=O)NS(=O)(=O)C=1C(N(C(N(C1)C)=O)C)=O